NC=1C=2N(C3=CC(=CC=C3N1)C(=O)N(CC1=CC=C(C=C1)C(F)(F)F)CC1CC1)C=NC2 4-amino-N-(cyclopropylmethyl)-N-(4-(trifluoromethyl)benzyl)imidazo[1,5-a]quinoxaline-8-carboxamide